(1-benzyl-4-(3-oxo-3-(phenylamino)propyl)-1H-imidazol-2-yl)-3-(1H-pyrazol-4-yl)benzamide C(C1=CC=CC=C1)N1C(=NC(=C1)CCC(NC1=CC=CC=C1)=O)C1=C(C(=O)N)C=CC=C1C=1C=NNC1